N1-((3-((1r,4r)-4-(ethoxy-methyl)-4-(3,3,3-trifluoro-propyl)cyclohexyl)-6,7-dihydro-4H-pyrazolo[5,1-c]-[1,4]oxazin-2-yl)methyl)-N1,N2-dimethylethane-1,2-diamine C(C)OCC1(CCC(CC1)C=1C(=NN2C1COCC2)CN(CCNC)C)CCC(F)(F)F